C1(CC1)CN1C(N(C(C(=C1)C(=O)NC1=C(C=C(C=C1)OC=1C2=C(N=CN1)CNCC2)F)=O)C2=CC=C(C=C2)F)=O 1-(Cyclopropylmethyl)-N-(2-fluoro-4-((5,6,7,8-tetrahydropyrido[3,4-d]pyrimidin-4-yl)oxy)phenyl)-3-(4-fluorophenyl)-2,4-dioxo-1,2,3,4-tetrahydropyrimidine-5-carboxamide